2,2-dioleyloxy-4-(2-dimethylaminoethyl)-[1,3]-dioxolane C(CCCCCCC\C=C/CCCCCCCC)OC1(OCC(O1)CCN(C)C)OCCCCCCCC\C=C/CCCCCCCC